2-(3'-tert-butyl-5'-[2-(2-ethylhexyloxy)carbonylethyl]-2'-hydroxy-phenyl)benzotriazole C(C)(C)(C)C=1C(=C(C=C(C1)CCC(=O)OCC(CCCC)CC)N1N=C2C(=N1)C=CC=C2)O